2-[6-[(4aS,7aR)-6-methyl-2,3,4a,5,7,7a-hexahydropyrrolo[3,4-b][1,4]oxazin-4-yl]pyridazin-3-yl]-3-methyl-5-(trifluoromethyl)phenol CN1C[C@H]2OCCN([C@H]2C1)C1=CC=C(N=N1)C1=C(C=C(C=C1C)C(F)(F)F)O